Tetrahydropyrrolo[2,1-a]isoquinoline C1CC2=C3C=CC=CC3=CCN2C1